lithium [3,5-bis(trifluoromethyl)pyrazolide] FC(C1=N[N-]C(=C1)C(F)(F)F)(F)F.[Li+]